ClC=1C=C2C(=C(/C(/C2=CC1)=C/C1=CC(=CC=C1)OC1=CC=C(C=C1)C(F)(F)F)C)CC(=O)O (Z)-2-(5-chloro-2-methyl-1-(3-(4-(trifluoromethyl)phenoxy)benzylidene)-1H-inden-3-yl)acetic acid